C([O-])(O)=O.[Na+].ClC=1C=C(C(=O)OO)C=CC1 m-chloroperoxybenzoic acid sodium bicarbonate